NC1=C(C(=NN1C(C)C)C1=CC=C(C=N1)C(C(=O)NC1=CC(=NO1)C1=C(C=C(C=C1)F)Cl)=C)C#N 2-(6-(5-Amino-4-cyano-1-isopropyl-1H-pyrazol-3-yl)pyridin-3-yl)-N-(3-(2-chloro-4-fluorophenyl)isoxazol-5-yl)propenamide